C12CN(CC2C1)C1=NC2=C(C=C(C=C2C(N1C)=O)C)[C@H](C)NC=1C(=NC(=CC1)Cl)C#N 3-(((1S)-1-(2-(3-azabicyclo[3.1.0]hexan-3-yl)-3,6-dimethyl-4-oxo-3,4-dihydroquinazolin-8-yl)ethyl)amino)-6-chloropicolinonitrile